Ethylamine-HBr Br.C(C)N